5-chloro-N-(3-chloro-1-(1-(methylsulfonyl)azetidin-3-yl)-1H-pyrazol-4-yl)-7-ethyl-7H-pyrrolo[2,3-d]pyrimidin-2-amine ClC1=CN(C=2N=C(N=CC21)NC=2C(=NN(C2)C2CN(C2)S(=O)(=O)C)Cl)CC